NC1=NC=C(C(=N1)C(F)F)C1=NC(=NC(=N1)N1[C@H](COCC1)C)N1CCN(CC1)C(COCC1CCN(CC1)C(C=C)=O)=O (S)-1-(4-((2-(4-(4-(2-amino-4-(difluoromethyl)pyrimidin-5-yl)-6-(3-methylmorpholino)-1,3,5-triazin-2-yl)piperazin-1-yl)-2-oxoethoxy)methyl)piperidin-1-yl)prop-2-en-1-one